(5-(1-(Tetrahydro-2H-pyran-2-yl)-1H-pyrazol-4-yl)-1,3,4-thiadiazol-2-yl)benzo[c]isoxazole-3-carboxamide O1C(CCCC1)N1N=CC(=C1)C1=NN=C(S1)C1=CC=CC2=NOC(=C21)C(=O)N